(S)-6-((1H-imidazol-5-yl)methyl)-N-((2S,3R)-3-(benzyloxy)-1-(methylamino)-1-oxobutan-2-yl)-2-((S)-2,2-dimethylcyclopropane-1-carbonyl)-2,6-diazaspiro[3.4]octane-8-carboxamide N1C=NC=C1CN1CC2(CN(C2)C(=O)[C@@H]2C(C2)(C)C)[C@@H](C1)C(=O)N[C@H](C(=O)NC)[C@@H](C)OCC1=CC=CC=C1